5-methyl-2-((5-phenyl-pentanoyl)glycyl)-2-azabicyclo[3.1.0]Hexane-3-carboxamide CC12CC(N(C2C1)C(CNC(CCCCC1=CC=CC=C1)=O)=O)C(=O)N